FC=1C=C2C(NN=C(C2=CC1F)[C@@H](C)N(C(=O)C1=CC2=C(N=CS2)C=C1)C)=O (R)-N-(1-(6,7-difluoro-4-oxo-3,4-dihydrophthalazin-1-yl)ethyl)-N-methylbenzo[d]thiazole-6-carboxamide